Benzyl (4R)-2,2-dimethyl-4-[3-(p-tolylsulfonyloxy)propyl]oxazolidine-3-carboxylate CC1(OC[C@H](N1C(=O)OCC1=CC=CC=C1)CCCOS(=O)(=O)C1=CC=C(C=C1)C)C